nonyl 8-((6-((6,6-bis((7,7,8,8,8-pentafluorooctyl)oxy)hexanoyl)oxy)hexyl)(2-hydroxyethyl)amino)octanoate FC(CCCCCCOC(CCCCC(=O)OCCCCCCN(CCCCCCCC(=O)OCCCCCCCCC)CCO)OCCCCCCC(C(F)(F)F)(F)F)(C(F)(F)F)F